(4-(3-methoxyoxetan-3-yl)-2,6-dimethylphenyl)(4-(4-(trifluoromethyl)phenoxy)piperidin-1-yl)methanone COC1(COC1)C1=CC(=C(C(=C1)C)C(=O)N1CCC(CC1)OC1=CC=C(C=C1)C(F)(F)F)C